ClC1=C(C=C(C(=C1)Cl)F)CC(CC(=O)O)=O 2,4-dichloro-5-fluorophenylacetoacetic acid